(5S,8S)-N-(2,4-dichlorobenzyl)-5-fluoro-8-hydroxy-8-(methoxymethyl)-5,6,7,8-tetrahydroquinoline-5-carboxamide ClC1=C(CNC(=O)[C@]2(C=3C=CC=NC3[C@@](CC2)(COC)O)F)C=CC(=C1)Cl